2-bromo-4-(4,4-difluoropiperidin-1-yl)pyrimidine BrC1=NC=CC(=N1)N1CCC(CC1)(F)F